CC(C1CCCC1P(C2CCCCC2)C3CCCCC3)P(C4CCCCC4)C5CCCCC5.C1CCCC1.[Fe] (1R)-1-(dicyclohexylphosphino)-2-[(1R)-1-(dicyclohexylphosphino)ethyl]ferrocene